NC1=NC=C(C2=C1C(=C(N2C)C2=C(C=C(C=C2)NC(C(=C)C)=O)F)C2=CC=C(C=C2)N=S2(CCCCC2)=O)C#N N-(4-(4-amino-7-cyano-1-methyl-3-(4-((1-oxotetrahydro-2H-1λ6-thiopyran-1-ylidene)amino)phenyl)-1H-pyrrolo[3,2-c]pyridine-2-yl)-3-fluorophenyl)methacrylamide